FC=1C(=C(C=CC1F)[C@H]1[C@@H](O[C@]([C@H]1C)(C(F)(F)F)C)C(=O)NC=1SC=CC=C(N1)C(=O)N)OC |o1:8,9,11,12| rel-(2R,3S,4S,5R)-2-({[3-(3,4-difluoro-2-methoxyphenyl)-4,5-dimethyl-5-(trifluoromethyl)tetrahydrofuran-2-yl]carbonyl}amino)-1,3-thiazepine-4-carboxamide